4-chloro-6-methoxy-2-(trifluoromethyl)pyrimidine ClC1=NC(=NC(=C1)OC)C(F)(F)F